dibutyl ether Butyl-levulinate C(CCC)OC(CCC(=O)C)=O.C(CCC)OCCCC